ethyl (1-(5-(((2-methylallyl)oxy)methyl)-1H-tetrazol-1-yl)ethyl) carbonate C(OCC)(OC(C)N1N=NN=C1COCC(=C)C)=O